NC1=C(C(N(C2=CC=CC(=C12)Cl)C)=O)C 4-amino-5-chloro-1,3-dimethylquinolin-2(1H)-one